C(=O)(OC(C)C)[C@@H](O)[C@H](O)C(=O)OC(C)C diisopropyl D-(-)-tartrate